C1(CC1)C=1N=C(C2=C(N1)CCC2)NC=2N=CN(C2)C2=CC(=C(C(=C2)OC)OC)OC 2-cyclopropyl-N-(1-(3,4,5-trimethoxyphenyl)-1H-imidazol-4-yl)-6,7-dihydro-5H-cyclopenta[d]pyrimidin-4-amine